3-(2-Hydroxyethoxy)-2,10-dimethoxy-5,6,7,8,13,13a-hexahydroisoquinolino[2,1-b]isoquinolin-9-yl benzenesulfonate C1(=CC=CC=C1)S(=O)(=O)OC1=C(C=CC=2CC3N(CC12)CCC=1C=C(C(=CC13)OC)OCCO)OC